3-(furan-3-yl)-6-phenethyloxy-2-(pyridin-3-yl)-1H-inden-1-one O1C=C(C=C1)C1=C(C(C2=CC(=CC=C12)OCCC1=CC=CC=C1)=O)C=1C=NC=CC1